(S)-2-(1-Isopropyl-3-methyl-4-oxo-1,4-dihydro-5H-pyrazolo[3,4-d]pyridazin-5-yl)-N-(1-(4-methoxyphenyl)ethyl)acetamid C(C)(C)N1N=C(C2=C1C=NN(C2=O)CC(=O)N[C@@H](C)C2=CC=C(C=C2)OC)C